O(C(=S)SCCC(C)C)C#CC propynyl isoamyl xanthate